Cl.F[C@@H]1CNCC[C@H]1N(C(OCC1=CC=CC=C1)=O)C trans-benzyl (3-fluoropiperidin-4-yl)(methyl)carbamate hydrochloride